C1(CC1)N1C(C(=CC=C1)NC(=O)C1=CC=2C(N=C1OC(C)C)=NN(C2)C21COC(CC2)(C1)COC)=O N-(1-cyclopropyl-2-oxo-1,2-dihydropyridin-3-yl)-6-isopropoxy-2-(1-(methoxymethyl)-2-oxabicyclo[2.2.1]hept-4-yl)-2H-pyrazolo[3,4-b]pyridine-5-carboxamide